CCOC(=O)N1CC2=CC(=CC=C2C[C@]1(C(=O)O)C)F 3-methyl-(S)-7-fluoro-3,4-dihydroisoquinoline-2,3(1H)-dicarboxylic acid 2-ethyl ester